7-chloro-3H-imidazo[4,5-c][2,6]naphthyridine ClC=1N=CC=2C3=C(N=CC2C1)NC=N3